(S)-quinuclidin-3-yl (5-(3-(dimethylamino)phenyl)-2,2-diethyl-2,3-dihydro-1H-inden-1-yl)carbamat CN(C=1C=C(C=CC1)C=1C=C2CC(C(C2=CC1)NC(O[C@@H]1CN2CCC1CC2)=O)(CC)CC)C